C(C(=O)O)(=O)O.C(C)OC(=O)[C@H]1NC[C@@H](CC1)OCC1=CC=CC=C1 (2S,5R)-5-benzyloxypiperidine-2-carboxylic acid ethyl ester oxalate